tert-butyl 4-[2-(p-tolylsulfonyloxy)ethyl]piperidine-1-carboxylate C1(=CC=C(C=C1)S(=O)(=O)OCCC1CCN(CC1)C(=O)OC(C)(C)C)C